(3s,5s)-3-aminomethyl-6-tert-butoxy-5-methyl-hexanoic acid NC[C@H](CC(=O)O)C[C@@H](COC(C)(C)C)C